(E)-11-eicosenoic acid C(CCCCCCCCC\C=C\CCCCCCCC)(=O)O